methyl (S)-1-benzyl-4-hydroxy-5-isopropyl-10-(methoxymethyl)-9-(3-methoxypropoxy)-2-oxo-1,2,5,6-tetrahydrobenzo[2,3]oxepino[4,5-b]pyridine-3-carboxylate C(C1=CC=CC=C1)N1C2=C(C(=C(C1=O)C(=O)OC)O)[C@@H](COC1=C2C=C(C(=C1)OCCCOC)COC)C(C)C